ClC1=C(C=C(C=C1)C(CC(=O)OC)CCI)F methyl 3-(4-chloro-3-fluorophenyl)-5-iodopentanoate